tert-butyl-7-((1-methylpiperidin-4-yl)oxy)-3,4-dihydroisoquinoline C(C)(C)(C)C1=NCCC2=CC=C(C=C12)OC1CCN(CC1)C